C(C=CCCCCCCCCCCCCCCCCC)(=O)O eicosenic acid